(4S)-N-{(R)-(3-chloro-4-fluorophenyl)[1-(2,2,2-trifluoroethyl)-1H-pyrazol-3-yl]methyl}-2-oxoimidazolidine-4-carboxamide ClC=1C=C(C=CC1F)[C@@H](NC(=O)[C@H]1NC(NC1)=O)C1=NN(C=C1)CC(F)(F)F